Isoindolin-2-yl-(4-methyl-2-(2,4,5-trifluoro-3-hydroxyphenyl)thiazol-5-yl)methanone C1N(CC2=CC=CC=C12)C(=O)C1=C(N=C(S1)C1=C(C(=C(C(=C1)F)F)O)F)C